C(C=C)(=O)N1CCN(CC1)C1=NC(N2C3=C(C(=C(C=C13)C(F)(F)F)C1=C(C=C(C(=C1)Cl)F)F)SC[C@@H]2COCOC)=O (3S,10R)-7-(4-acryloylpiperazin-1-yl)-10-(5-chloro-2,4-difluorophenyl)-3-((methoxymethoxy)methyl)-9-(trifluoromethyl)-2,3-dihydro-5H-[1,4]thiazino[2,3,4-ij]quinazolin-5-one